tert-butyl((1s,3s)-3-iodocyclobutoxy)dimethylsilane C(C)(C)(C)[Si](C)(C)OC1CC(C1)I